4-{2-Chloro-3-[(4S)-2-imino-4-methyl-6-oxo-1-(tetrahydro-pyran-4-yl)hexahydropyrimidin-4-yl]anilino}-3-(difluoro-methoxy)benzonitrile ClC1=C(NC2=C(C=C(C#N)C=C2)OC(F)F)C=CC=C1[C@]1(NC(N(C(C1)=O)C1CCOCC1)=N)C